diheptyl 11-aminohenicosanedioate NC(CCCCCCCCCC(=O)OCCCCCCC)CCCCCCCCCC(=O)OCCCCCCC